C1(=CC=CC=C1)C1=CN=C2N1N=C(C=C2)C2=CC=NC=C2 3-phenyl-6-(4-pyridyl)imidazo[1,2-b]pyridazine